1-naphthyl-benzoic acid C1(=CC=CC2=CC=CC=C12)C1=C(C(=O)O)C=CC=C1